[N+](=O)([O-])C=1C=C(C=CC1)N1CCC(CC1)NC(OC(C)(C)C)=O tert-butyl N-[1-(3-nitrophenyl)-4-piperidyl]carbamate